OC(=O)C(F)(F)F.FC1=C(C=CC(=C1)N1CC2(C1)CNC2)NC(=O)C2=CC1=CN(N=C1C=C2OC)C N-(2-fluoro-4-(2,6-diazaspiro[3.3]hept-2-yl)phenyl)-6-methoxy-2-methyl-2H-indazole-5-carboxamide TFA salt